C(C=CCCCCCCCCC)S(=O)(=O)[O-].[Na+] sodium dodec-2-en-1-sulfonate